IC=1C(=NNC1)C1(CC1)OC 4-iodo-3-(1-methoxycyclopropyl)-1H-pyrazole